F[C@H]1CNCC[C@H]1NC(=O)NC1=CC=C(C=C1)OC(F)(F)F 1-((3S,4R)-3-fluoropiperidin-4-yl)-3-(4-(trifluoromethoxy)phenyl)urea